potassium (E)-3-(5-methylpyrimidin-2-yl)but-2-ene-2-sulfinate CC=1C=NC(=NC1)/C(=C(\C)/S(=O)[O-])/C.[K+]